2-(6-Methylbenzothiazol-2-yl)propan-2-ol CC1=CC2=C(N=C(S2)C(C)(C)O)C=C1